cyclopentyl-(5-ethynyl-2-furanyl)methanone C1(CCCC1)C(=O)C=1OC(=CC1)C#C